CC(C)(C)[C@H](/C(=C\\C1=C(C=C(C=C1)Cl)Cl)/N2C=NC=N2)O The molecule is a (1E)-1-(2,4-dichlorophenyl)-4,4-dimethyl-2-(1,2,4-triazol-1-yl)pent-1-en-3-ol that is the active R-enantiomer of diniconazole. A fungicide used to control a range of diseases including mildew, bunts and smuts. It has a role as an EC 1.14.13.70 (sterol 14alpha-demethylase) inhibitor and an antifungal agrochemical. It is a (1E)-1-(2,4-dichlorophenyl)-4,4-dimethyl-2-(1,2,4-triazol-1-yl)pent-1-en-3-ol, a conazole antifungal agent and a conazole fungicide. It is an enantiomer of a (S)-diniconazole.